2-((2-aminopyrimidin-5-yl)methylene)-6-hydroxy-2,3-dihydro-1H-inden-1-one NC1=NC=C(C=N1)C=C1C(C2=CC(=CC=C2C1)O)=O